N-(2-hydroxyethyl)-2-((6-(2-methoxyeth-oxy)benzo[d]oxazol-2-yl)amino)-1-methyl-1H-benzo[d]imidazole-5-carboxamide OCCNC(=O)C1=CC2=C(N(C(=N2)NC=2OC3=C(N2)C=CC(=C3)OCCOC)C)C=C1